5-pregnene-3β,17-diol diacetate C(C)(=O)O[C@@H]1CC2=CC[C@H]3[C@@H]4CC[C@](CC)([C@]4(CC[C@@H]3[C@]2(CC1)C)C)OC(C)=O